1-(2-(4-(4,4,5,5-tetramethyl-1,3,2-dioxaborolan-2-yl)phenoxy)ethyl)piperidin-4-ol CC1(OB(OC1(C)C)C1=CC=C(OCCN2CCC(CC2)O)C=C1)C